C(C)(C)(C)C1=CC=2CC3=CC(=CC=C3NC2C=C1)C(C)(C)C 2,7-di-tert-butyl-9,10-dihydro-acridine